2-DIMETHYLAMINO-PYRIMIDINE-5-CARBALDEHYDE CN(C1=NC=C(C=N1)C=O)C